(S)-3-[[1-[6-oxo-5-(trifluoromethyl)-1,6-dihydropyridazin-4-yl]pyrrolidin-2-yl]methoxy]propanoic acid O=C1C(=C(C=NN1)N1[C@@H](CCC1)COCCC(=O)O)C(F)(F)F